C(CC)C1=C(C=CC=C1)N1C(C=CC1=O)=O N-(2-propylphenyl)maleimide